FC(OC1=CC=C(C=O)C=C1)(F)F 4-(Trifluoromethoxy)benzaldehyde